CC=1OC2=C(C1C1(CC1)NC(C(=O)N)C)C=C(C=C2)OCC=2C(=NC=CC2)C(F)(F)F 2-{[1-(2-methyl-5-{[2-(trifluoromethyl)pyridin-3-yl]methoxy}-1-benzofuran-3-yl)cyclopropyl]amino}propanamide